2-(4-{[(3R)-1-(oxacyclohex-4-yl)piperidin-3-yl]amino}pyrido[3,4-d]pyridazin-1-yl)-5-(trifluoromethyl)phenol O1CCC(CC1)N1C[C@@H](CCC1)NC=1N=NC(=C2C1C=NC=C2)C2=C(C=C(C=C2)C(F)(F)F)O